2-(2-(3-(2,6-dichlorophenyl)-1-methyl-allylaminooxymethyl)-phenyl)-2-methoxyimino-N-methyl-acetamide ClC1=C(C(=CC=C1)Cl)C=CC(C)NOCC1=C(C=CC=C1)C(C(=O)NC)=NOC